FC(C(=O)O)(F)F.FC1=C2C=NNC2=CC(=C1)C1=NC2=C(N1)C=C(C=C2)C(=O)NC 2-(4-fluoro-1H-indazol-6-yl)-N-methyl-1H-benzo[d]imidazole-6-carboxamide trifluoroacetate